2-chloro-4-methyl-5H-pyrrolo[3,2-d]pyrimidine ClC=1N=C(C2=C(N1)C=CN2)C